2-(4-(4-Aminomethyl-1-oxo-1,2-dihydro-phthalazin-6-yl)-1-methyl-1H-pyrazol-5-yl)-4-chloro-3-fluoro-6-(tetrahydro-2H-pyran-2-yl)benzonitrile NCC1=NNC(C2=CC=C(C=C12)C=1C=NN(C1C1=C(C#N)C(=CC(=C1F)Cl)C1OCCCC1)C)=O